NC1=NC=C(C=2C1=CN(N2)C2OCCCC2)NC(=O)C(=O)N(C2CCOC1=CC=CC=C21)CC2=CC=CC=C2 N-(4-amino-2-tetrahydropyran-2-yl-pyrazolo[4,3-c]pyridin-7-yl)-N'-benzyl-N'-chroman-4-yl-oxamide